C(C)(C)(C)C=1C=C(C=C(C1O)C(C)(C)C)C(=O)C1=CC=C(C=C1)Br (4-bromophenyl) (3,5-di-tert-butyl-4-hydroxyphenyl) ketone